methyl 5-bromo-1-(4-fluorophenyl)-2-oxo-1,2-dihydropyridine-3-carboxylate BrC=1C=C(C(N(C1)C1=CC=C(C=C1)F)=O)C(=O)OC